1-[(3-cyclopropoxycyclobutyl)sulfanyl]ethan-1-one C1(CC1)OC1CC(C1)SC(C)=O